3-benzyloxy-piperazine-2-carboxylic acid C(C1=CC=CC=C1)OC1C(NCCN1)C(=O)O